1-(2-furyl)-2-(phenylamino)ethane O1C(=CC=C1)CCNC1=CC=CC=C1